FC(CC=1C=CC(=NC1)C1=CC(=C2C=NC(=NN21)N[C@H]2[C@@H](COCC2)O)F)F (3S,4R)-4-((7-(5-(2,2-difluoroethyl)pyridin-2-yl)-5-fluoropyrrolo[2,1-f][1,2,4]triazin-2-yl)amino)tetrahydro-2H-pyran-3-ol